C1=CC=CC=2C3=CC=CC=C3C(C12)COC(=O)N1[C@@H](C[C@H](C1)CCC)C(=O)O (2S,4R)-1-(9H-fluoren-9-ylmethoxycarbonyl)-4-propyl-pyrrolidine-2-carboxylic acid